5-thiazol-5-ylpyrimidine-2,4-diol S1C=NC=C1C=1C(=NC(=NC1)O)O